C(C)(C)(C)C=1C(=C(C=C(C1)OC)C1=C(C(=CC(=C1)OC)C(C)(C)C)OP(Cl)Cl)OP1OC(C(O1)(C1=CC=CC=C1)C1=CC=CC=C1)(C1=CC=CC=C1)C1=CC=CC=C1 2-((3,3'-di-tert-butyl-2'-((dichlorophosphino)oxy)-5,5'-dimethoxy-[1,1'-biphenyl]-2-yl)oxy)-4,4,5,5-tetraphenyl-1,3,2-dioxaphospholane